(1-diazo-2-oxopropyl)phosphonic acid bisMethyl ester COP(OC)(=O)C(C(C)=O)=[N+]=[N-]